5-(5-(trifluoromethyl)thiazol-2-yl)-6,7-dihydropyrazolo[1,5-a]pyrazin-4(5H)-one FC(C1=CN=C(S1)N1C(C=2N(CC1)N=CC2)=O)(F)F